ClC1=CC(=C(CC=2N=NC(=CC2)OC)C=C1)F 3-(4-chloro-2-fluorobenzyl)-6-methoxypyridazine